5-(4-((6,9-difluoro-3-methyl-2-oxo-2,3-dihydro-1H-pyrrolo[1,2,3-de]quinoxalin-8-yl)methyl)piperazin-1-yl)-6-fluoro-N-methylpyridinecarboxamide FC1=CN2C(C(NC=3C(=C(C=C1C23)CN2CCN(CC2)C=2C=CC(=NC2F)C(=O)NC)F)=O)C